O[C@@](COC=1C=C(C=2N(C1)N=CC2C#N)C=2C=NC(=CC2)N2CC1N(C(C2)C1)CC=1C=NC(=CC1)OC)(C#C)C 6-(((R)-2-hydroxy-2-methylbut-3-yn-1-yl)oxy)-4-(6-(6-((6-methoxypyridin-3-yl)methyl)-3,6-diazabicyclo[3.1.1]heptan-3-yl)pyridin-3-yl)pyrazolo[1,5-a]pyridine-3-carbonitrile